diethylethyl stearate C(CCCCCCCCCCCCCCCCC)(=O)OC(C)(CC)CC